C(C)(C)OC1=CC=C(C=C1)NC(NC1=NC(=CC(=N1)NCCCNC(C)=O)C)=O N-(3-((2-(3-(4-isopropoxyphenyl)ureido)-6-methylpyrimidin-4-yl)amino)propyl)acetamide